FC(C(=O)O)(F)F.NC=1C=2N(C=C(N1)C(C)(C)O)C(=CN2)C=2C=C(C=CC2C([2H])([2H])[2H])C(C(F)(F)F)(C)O 2-(3-(8-Amino-6-(2-hydroxypropan-2-yl)imidazo[1,2-a]pyrazin-3-yl)-4-(methyl-d3)phenyl)-1,1,1-trifluoropropan-2-ol trifluoroacetate salt